2-methyl-1,3-dioxane-2-carboxylic acid CC1(OCCCO1)C(=O)O